N[C@@]1(C([C@@H](CC1)NC=1C=2N(N=CC1C(=NC1=C(C=CC=C1F)Cl)N)C=C(C2)Br)(C)C)C 4-[[(1R,3S)-3-amino-2,2,3-trimethyl-cyclopentyl]amino]-6-bromo-N'-(2-chloro-6-fluoro-phenyl)pyrrolo[1,2-b]pyridazine-3-carboxamidine